N1CC(CC1)NC(C1=CC(=CC=C1)C1=NN=NN1)=O N-(pyrrolidin-3-yl)-3-(1H-tetrazol-5-yl)benzamide